tert-butyl (6S)-6-[6-(1-methylpyrazol-4-yl)pyrazolo[1,5-a]pyrazin-4-yl]oxy-1,4-oxazepane-4-carboxylate CN1N=CC(=C1)C=1N=C(C=2N(C1)N=CC2)O[C@H]2CN(CCOC2)C(=O)OC(C)(C)C